C(C)(C)(C)OC(=O)N1C(C[C@@H](C1)C1=C(C(=CC=C1F)F)F)C(N)=O (4R)-2-carbamoyl-4-(2,3,6-trifluorophenyl)pyrrolidine-1-carboxylic acid tert-butyl ester